Neodymium (2,2-dipropylnonanoic acid) C(CC)C(C(=O)O)(CCCCCCC)CCC.[Nd]